N-[(2S)-2-hydroxy-3-{5-methyl-6-(oxazol-5-ylmethoxy)-3,4-dihydro-1H-isoquinolin-2-yl}propyl]pyridine-4-carboxamide O[C@@H](CNC(=O)C1=CC=NC=C1)CN1CC2=CC=C(C(=C2CC1)C)OCC1=CN=CO1